(S)-N-(2-Oxo-2-(2-(2-oxo-2-(phenethylamino)acetyl)pyrrolidin-1-yl)ethyl)quinoline-4-carboxamide O=C(CNC(=O)C1=CC=NC2=CC=CC=C12)N1[C@@H](CCC1)C(C(NCCC1=CC=CC=C1)=O)=O